NC(CCO)C(C)(C)C 3-amino-4,4-dimethyl-1-pentanol